C(C)(C)(C)OC(NC=1SC=2C(=NC=C(C2)C=2C=NC=CC2C)N1)=O (6-(4-methylpyridin-3-yl)thiazolo[4,5-b]pyridin-2-yl)carbamic acid tert-butyl ester